2,5-dimethyl-3-propenyl-pyrazine CC1=NC=C(N=C1C=CC)C